(R)-6-(4-(2-(2-methoxyethoxy)phenyl)piperidin-1-yl)-2-azaspiro[3.4]Octane COCCOC1=C(C=CC=C1)C1CCN(CC1)[C@H]1CC2(CNC2)CC1